NC1(CC1)C1=CC=C2C(=N1)N(C(=C2)C2=NC1=C(N2C)C(=CC(=C1)C(=O)OC)OC)CCCC=C methyl 2-(6-(1-aminocyclopropyl)-1-(pent-4-en-1-yl)-1H-pyrrolo[2,3-b]pyridin-2-yl)-7-methoxy-1-methyl-1H-benzo[d]imidazole-5-carboxylate